(4-O-methyl)-glucuronic acid CO[C@@H]([C@@H]([C@H](C=O)O)O)[C@H](O)C(=O)O